COC1=CC=C(C(=O)O[C@H](C(=O)O)[C@@H](C(=O)O)OC(C2=CC=C(C=C2)OC)=O)C=C1 (2S,3S)-2,3-bis[(4-methoxybenzoyl)oxy]butanedioic acid